[Ca].[Sn].[Pb] lead-tin-calcium